N[C@@H](CCCCN)C(=O)O.N[C@@H](CCCCN)C(=O)O.[Zn] zinc di-lysine